(R)-N-(N,N-dimethylsulfamoyl)-4-(8-(3-(methoxymethyl)-4-methylpiperazin-1-yl)-7-methyl-5-oxo-1,3,4,5-tetrahydro-2H-chromeno[3,4-c]pyridine-3-carbonyl)-2-(pyrrolidin-1-yl)benzamide CN(S(=O)(=O)NC(C1=C(C=C(C=C1)C(=O)N1CC2=C(CC1)C=1C=CC(=C(C1OC2=O)C)N2C[C@@H](N(CC2)C)COC)N2CCCC2)=O)C